(1R,3R)-1-(4-bromo-2,6-difluorophenyl)-3-methyl-2-(2,2,2-trifluoroethyl)-2,3,4,9-tetrahydro-1H-pyrido[3,4-b]indole BrC1=CC(=C(C(=C1)F)[C@H]1N([C@@H](CC2=C1NC1=CC=CC=C21)C)CC(F)(F)F)F